(2S,4S)-4-((dimethylamino)methyl)-4-fluoropyrrolidine-1,2-dicarboxylic acid 2-benzyl ester 1-tert-butyl ester C(C)(C)(C)OC(=O)N1[C@@H](C[C@](C1)(F)CN(C)C)C(=O)OCC1=CC=CC=C1